5-(2-fluorobenzyl)-3-methyl-4-oxo-4,5,6,7-tetrahydropyrazolo[1,5-a]pyrazine-2-carboxylic acid (5-cyclopropyl[1,3,4]thiadiazol-2-yl)amide C1(CC1)C1=NN=C(S1)NC(=O)C1=NN2C(C(N(CC2)CC2=C(C=CC=C2)F)=O)=C1C